(azepan-1-yl)-N-(2-cyanopyridin-4-yl)-5-(trifluoromethyl)nicotinamide methyl-4-((4-aminobutyl)amino)-2-(3-aminoprop-1-yn-1-yl)benzoate COC(C1=C(C=C(C=C1)NCCCCN)C#CCN)=O.N1(CCCCCC1)C1=C(C(=O)NC2=CC(=NC=C2)C#N)C=C(C=N1)C(F)(F)F